NCC(CC(=O)O)C 3-aminomethyl-butyric acid